ClC1=C(C=C(C=C1)F)C1NC(C2=C1C(=CC1=C(N(N=C21)C)C=O)NC(C2=CC(=CC(=C2)F)C(F)(F)F)=O)=O N-[6-(2-chloro-5-fluorophenyl)-3-formyl-2-methyl-8-oxo-7,8-dihydro-6H-pyrrolo[4,3-g]indazol-5-yl]-5-fluoro-3-(trifluoromethyl)benzamide